CC1=CCCCCCCCCCCCCCCCCCCCCCCCCCCCCCCCCCCCCCCCCCCCCCCCCCCCCCCCCCCCCCCCCCCCCCCCCCCCCCCCCCCCCCCCCCCCCCCCCC=C1 2-methyl-1,3-cyclohectadiene